C1COC(C)(CCCCl)O1 5-chloro-2-pentanone ethylene ketal